C(C(=C)C)(=O)OCCC[SiH](OC)OC 3-(methacryloyloxy)propyldimethoxysilane